((2-(4-((1H-indazol-5-yl)ethynyl)-[2,4'-bipyrimidin]-2'-yl)isoindolin-5-yl)oxy)-N,N-dimethylacetamide N1N=CC2=CC(=CC=C12)C#CC1=NC(=NC=C1)C1=NC(=NC=C1)N1CC2=CC=C(C=C2C1)OCC(=O)N(C)C